6-[8-[tert-butoxycarbonyl-(methyl)amino]-4-(dimethylamino)-5,6-difluoro-9H-pyrido[2,3-b]Indol-3-yl]-1-methyl-4-oxo-1,8-naphthyridine-3-carboxylic acid C(C)(C)(C)OC(=O)N(C=1C=C(C(=C2C3=C(NC12)N=CC(=C3N(C)C)C=3C=C1C(C(=CN(C1=NC3)C)C(=O)O)=O)F)F)C